FC(C=1C(=C(C=CC1)[C@@H](C)NC=1C=2C(N=C(N1)C)=C(C(N(C2)N2CCOCC2)=O)OCC2(COC2)C)F)F (R)-4-((1-(3-(difluoromethyl)-2-fluorophenyl)ethyl)amino)-2-methyl-8-((3-methyloxetan-3-yl)methoxy)-6-morpholinylpyrido[4,3-d]pyrimidine-7(6H)-one